[Br-].C(=C)C=1NC=C[N+]1CCCC vinyl-3-butylimidazolium bromide salt